[Cl-].CC[N+](C)(C)CCCNC(C(=C)C)=O methylmethacrylamidopropyltrimethylammonium chloride